ClC1=CC=C(OCC(=O)NC23CC(C2)(C3)C=3OC(=NN3)C3CC(C3)OC(F)(F)F)C=C1 2-(4-chlorophenoxy)-N-(3-(5-((1s,3s)-3-(trifluoromethoxy)cyclobutyl)-1,3,4-oxadiazol-2-yl)bicyclo[1.1.1]pentan-1-yl)acetamide